ClC=1C=C(C=C(C1)OC1CCC(CC1)C(F)(F)F)C1=CN(C2=C1C(=NC=C2)C(F)(F)F)S(=O)(=O)C2=CC=C(C=C2)C 3-(3-chloro-5-{[(1r,4r)-4-(trifluoromethyl)cyclohexyl]-oxy}phenyl)-1-(4-methylbenzenesulfonyl)-4-(trifluoromethyl)-1H-pyrrolo[3,2-c]pyridine